C(C)(C)C1=C(C(=CC=C1)C(C)C)C1=CC=C(N1)CN1[C@@H](CCC1)[C@H]1N(CCC1)CC=1NC(=CC1)C1=C(C=CC=C1C(C)C)C(C)C (2S,2'S)-1,1'-bis((5-(2,6-diisopropylphenyl)-1H-pyrrol-2-yl)methyl)-2,2'-bipyrrolidine